C(C)(C)OC(=O)C=1N(N=CC(C1OCC1=CC=CC=C1)=O)C(C(C1=CC=CC=C1)C1=CC=CC=C1)C=O 4-(benzyloxy)-5-oxo-2-(3-oxo-1,1-diphenylpropan-2-yl)-2,5-dihydropyridazine-3-carboxylic acid isopropyl ester